CN1N=CC(=C1SC)NC(OC(C)(C)C)=O tert-butyl [1-methyl-5-(methylsulfanyl)-1H-pyrazol-4-yl]carbamate